2-[6-[[2-(trifluoromethyl)pyrimidin-5-yl]methyl]-2,6-diazaspiro[3.3]heptane-2-carbonyl]-7-oxa-2,5-diazaspiro[3.4]octan-6-one FC(C1=NC=C(C=N1)CN1CC2(CN(C2)C(=O)N2CC3(C2)NC(OC3)=O)C1)(F)F